C1(=C(C=CC=C1)C1=CC(OC2=CC(=CC=C12)O[C@@H](C(=O)N1C[C@H](CCC1)C(=O)O)C)=O)C (3S)-1-[(2R)-2-[4-(o-tolyl)-2-oxo-chromen-7-yl]oxypropionyl]piperidine-3-carboxylic acid